CN1N=CC=C1C1=C(C(=NN1C)C)C(=O)[O-] 1-methyl-1H-pyrazol-5-yl-1,3-dimethyl-1H-pyrazole-4-carboxylate